N-(4-(9-(2-(2,6-dioxopiperidin-3-yl)-1,3-dioxoisoindolin-5-yl)-3,9-diazaspiro[5.5]undec-3-yl)phenyl)-N-((1r,4r)-4-(quinazolin-2-ylamino)cyclohexyl)acetamide O=C1NC(CCC1N1C(C2=CC=C(C=C2C1=O)N1CCC2(CCN(CC2)C2=CC=C(C=C2)N(C(C)=O)C2CCC(CC2)NC2=NC3=CC=CC=C3C=N2)CC1)=O)=O